1-bromo-3-methyl-5-(trifluoromethyl)benzene BrC1=CC(=CC(=C1)C(F)(F)F)C